N(=[N+]=[N-])CCOCCOC(C(=O)[O-])C 2-(2-(2-azidoethoxy)ethoxy)propionate